BrC1=CC(=C(C=C1)CNC)Cl 1-(4-bromo-2-chlorophenyl)-N,N-dimethylamine